1-(4-fluorophenyl)vinylboronic acid FC1=CC=C(C=C1)C(=C)B(O)O